6-bromo-N-[5-(2-fluoroethoxy)-4-methoxy-pyrimidin-2-yl]-1H-indole-3-sulfonic acid amide BrC1=CC=C2C(=CNC2=C1)S(=O)(=O)NC1=NC=C(C(=N1)OC)OCCF